[K].[B] boron-potassium